C(C)(C)N(C(C)C)P(=O)(OCCC#N)N(C(C)C)C(C)C 3-(bis(diisopropylamino)phosphinoyloxy)propionitrile